CSC=1C=C(C(=O)N)C=CC1 3-(methylthio)benzamide